1-(2,2,2-Trifluoroethoxy)-1,1,2,2-tetrafluoroethane FC(COC(C(F)F)(F)F)(F)F